cyclohexanecarboxylic acid 2,5-dioxopyrrolidin-1-yl ester O=C1N(C(CC1)=O)OC(=O)C1CCCCC1